NC=1N=NC(=CC1N1C[C@H](CCC1)C1=CC=C(C(=O)N2CCC(CC2)(F)CN2CCC(CC2)N2C=CC3=CC(=CC=C23)N2CNCC=C2)C=C1)C1=C(C=CC=C1)O (R)-1-(1-(1-((1-(4-(1-(3-Amino-6-(2-hydroxyphenyl)pyridazin-4-yl)piperidin-3-yl)benzoyl)-4-fluoropiperidin-4-yl)methyl)piperidin-4-yl)-1H-indol-5-yl)dihydropyrimidine